C(#N)C1(CC1)C=1C=CC=2N(C1)N=C(C2SCC)NC(OC(C)(C)C)=O tert-butyl N-[6-(1-cyanocyclopropyl)-3-ethylsulfanyl-pyrazolo[1,5-a]pyridin-2-yl]carbamate